ClC1=CC=C(C=C1)C(C(=O)NCC=1C=C2CN(C(C2=CC1)=O)C1C(NC(CC1)=O)=O)(F)F 2-(4-CHLOROPHENYL)-N-((2-(2,6-DIOXOPIPERIDIN-3-YL)-1-OXOISOINDOLIN-5-YL)METHYL)-2,2-DIFLUOROACETAMIDE